tert-butyl N-[3-methyl-5-[[2-[(2S,5R)-5-methyl-2-(4-sulfamoylphenyl)-1-piperidyl]-2-oxo-acetyl]amino]-2-pyridyl]carbamate CC=1C(=NC=C(C1)NC(C(=O)N1[C@@H](CC[C@H](C1)C)C1=CC=C(C=C1)S(N)(=O)=O)=O)NC(OC(C)(C)C)=O